N1C=CC2=CC(=CC=C12)CN1C(C(C2=CC=C(C=C12)C(=O)NC1=CNC2=CC=CC=C12)(C)C)=O 1-(Indol-5-ylmethyl)-N-(1H-indol-3-yl)-3,3-dimethyl-2-oxoindoline-6-carboxamide